COC1=C(C=CC(=C1)OC)C(\C=C\C1=C(C(=C(C=C1)OC)OC)OC)=O (E)-1-(2,4-dimethoxyphenyl)-3-(2,3,4-trimethoxyphenyl)prop-2-en-1-one